5-bromo-3-methyl-2(5H)-furanone BrC1C=C(C(O1)=O)C